C[C@@H]1[C@H](C(=O)[C@H]([C@H](O1)OP(=O)([O-])OP(=O)([O-])OC[C@@H]2[C@H](C[C@@H](O2)N3C=C(C(=O)NC3=O)C)O)O)O The molecule is a doubly-charged nucleotide-sugar oxoanion arising from deprotonation of the diphosphate OH groups of dTDP-3-dehydro-6-deoxy-alpha-D-glucose. It is a conjugate base of a dTDP-3-dehydro-6-deoxy-alpha-D-glucose.